methyl altronate O=C([C@@H](O)[C@H](O)[C@H](O)[C@H](O)CO)OC